(S)-N-(3-chloro-4-fluorophenyl)-1-((N-cyclopropylsulfamoyl)amino)-2,3-dihydro-1H-indene-4-carboxamide ClC=1C=C(C=CC1F)NC(=O)C=1C=2CC[C@@H](C2C=CC1)NS(NC1CC1)(=O)=O